(E)-4-((2-(aminomethyl)-3-fluoroallyl)oxy)-3-fluorobenzonitrile hydrochloride Cl.NC/C(/COC1=C(C=C(C#N)C=C1)F)=C\F